4-((4-(1-(tert-butyl)-1H-pyrazol-4-yl)pyridin-2-yl)((4-(4-methoxy-3-methylphenyl)bicyclo[2.2.2]oct-1-yl)methyl)carbamoyl)cyclohexyl-3-hydroxyazetidine C(C)(C)(C)N1N=CC(=C1)C1=CC(=NC=C1)N(C(=O)C1CCC(CC1)N1CC(C1)O)CC12CCC(CC1)(CC2)C2=CC(=C(C=C2)OC)C